2'-Hydroxy-4-methoxychalcone OC1=C(C(/C=C/C2=CC=C(C=C2)OC)=O)C=CC=C1